methyl 2-(8-chloronaphthalen-1-yl)-6-methyl-4-oxo-3,4-dihydro-2H-pyran-5-carboxylate ClC=1C=CC=C2C=CC=C(C12)C1OC(=C(C(C1)=O)C(=O)OC)C